3-(trimethylsilyl)-2-oxazolidone C[Si](N1[CH-]OCC1=O)(C)C